FC1=CC=C(C=C1)C1=CC(=CC=2N1N=C(N2)NC2CCN(CC2)S(=O)(=O)C)C=2C=NNC2 (4-fluorophenyl)-N-(1-(methylsulfonyl)piperidin-4-yl)-7-(1H-pyrazol-4-yl)-[1,2,4]triazolo[1,5-a]pyridin-2-amine